C(=O)C1CC=2C(=NC(=CC2C)NC(=O)[C@H]2N(CCC2)C)C1 (2S)-N-(6-Formyl-4-methyl-6,7-dihydro-5H-cyclopenta[b]pyridin-2-yl)-1-methyl-pyrrolidine-2-carboxamide